2-((2-methoxyphenyl)amino)-1-(4-(5-(trifluoromethyl)-1,2,4-oxadiazol-3-yl)phenyl)ethan-1-one methyl-3-(2-(p-toluenesulfonyloxy)ethoxy)benzoate COC(C1=CC(=CC=C1)OCCOS(=O)(=O)C1=CC=C(C)C=C1)=O.COC1=C(C=CC=C1)NCC(=O)C1=CC=C(C=C1)C1=NOC(=N1)C(F)(F)F